C(C)N1C(=NN(C1=O)C=1C=C2C(=CN(C(C2=CC1F)=O)[C@@H]1C[C@@H](CCC1)OC)C(C)C)CO |r| racemic-6-(4-ethyl-3-(hydroxymethyl)-5-oxo-4,5-dihydro-1H-1,2,4-triazol-1-yl)-7-fluoro-4-isopropyl-2-((cis)-3-methoxycyclohexyl)isoquinolin-1(2H)-one